8-(3-(2-methyl-2-adamantyloxycarbonyl)propoxycarbonyl)-tetracyclo[4.4.0.12,5.17,10]-3-dodecene CC1(C2CC3CC(CC1C3)C2)OC(=O)CCCOC(=O)C2C3C1C4C=CC(C1C(C2)C3)C4